methyl (3R)-1-(5-((2,6-dichlorobenzyl) oxy)-2,3-dihydro-1H-inden-1-yl)-pyrrolidine-3-carboxylate ClC1=C(COC=2C=C3CCC(C3=CC2)N2C[C@@H](CC2)C(=O)OC)C(=CC=C1)Cl